ClC1=CN=C(S1)C=1C=C(C(=O)N[C@H](C)C=2N=NC(=CC2)C)C=C(C1)OC1CCOCC1 3-(5-chloro-1,3-thiazol-2-yl)-N-[(1R)-1-(6-methylpyridazin-3-yl)ethyl]-5-(tetrahydro-2H-pyran-4-yloxy)benzamide